BrC=1C=C2NC[C@H](NC2=CC1Br)C (R)-6,7-dibromo-2-methyl-1,2,3,4-tetrahydroquinoxaline